CC1=C(C=NC(=C1)C)CNC1=C2N=CN(C2=NC(=N1)F)CC N-((4,6-dimethylpyridin-3-yl)methyl)-9-ethyl-2-fluoro-9H-purin-6-amine